(R)-1-(4-(6-Hydroxy-2',3,3',4,5',6'-hexahydro-1H-spiro[naphthalene-2,4'-pyran]-1-yl)phenyl)piperidine-4-carbaldehyde OC=1C=C2CCC3(CCOCC3)[C@@H](C2=CC1)C1=CC=C(C=C1)N1CCC(CC1)C=O